O1CCCCCCCCC=CCCCCCC1 Oxacycloheptadec-10-en